6-[(3R)-3-methyl-piperazin-1-yl]Pyridine-3-carbonitrile C[C@@H]1CN(CCN1)C1=CC=C(C=N1)C#N